COC1=NC=CC=C1[C@H]1[C@@H](CNC1)C#N |r| racemic-(3S,4R)-4-(2-methoxypyridin-3-yl)pyrrolidine-3-carbonitrile